2-(4-fluorophenyl)-3-methylquinazolin-4(3H)-one FC1=CC=C(C=C1)C1=NC2=CC=CC=C2C(N1C)=O